(trimethoxyphosphine) palladium (0) [Pd].COP(OC)OC